4-(6-Bromopyridin-2-yl)piperidine-1-carboxylic acid tert-butyl ester C(C)(C)(C)OC(=O)N1CCC(CC1)C1=NC(=CC=C1)Br